C(=O)(OC(C)(C)C)N1CC2C(C1)CC(C2)=O 2-Boc-5-oxohexahydrocyclopenta[c]pyrrole